ICC1CN(C(O1)=O)CC1=CC=C(C=C1)C (Z)-5-(iodomethyl)-3-(4-methylbenzyl)oxazolidin-2-one